(3s,4r)-4-(difluoromethoxy)-N-trityl-piperidine-3-amine FC(O[C@H]1[C@H](CNCC1)NC(C1=CC=CC=C1)(C1=CC=CC=C1)C1=CC=CC=C1)F